1-(3-chlorophenyl)2,2,2-trifluoroethan-1-one ClC=1C=C(C=CC1)C(C(F)(F)F)=O